(E)-4-Cyclobutyl 1-ethyl 2-phenylfumarate C1(=CC=CC=C1)/C(/C(=O)OCC)=C\C(=O)OC1CCC1